Methyl ((1-(((3-((4-cyanobenzyl)carbamoyl)-1-methyl-2-oxo-1,2-dihydro-1,7-naphthyridin-8-yl)oxy)methyl)cyclopropyl)sulfonyl)carbamate C(#N)C1=CC=C(CNC(=O)C=2C(N(C3=C(N=CC=C3C2)OCC2(CC2)S(=O)(=O)NC(OC)=O)C)=O)C=C1